1-benzylcyclopropan-1-ol C(C1=CC=CC=C1)C1(CC1)O